CCCS(=O)(=O)[O-] 2-methyl-ethyl-sulphonate